C(C)(C)(C)OC(=O)NC1(C(C1)C=C)C(=O)O 1-((tert-butoxycarbonyl)amino)-2-vinylcyclopropanecarboxylic acid